2-(ethyl-(4-(1-phenyl-1H-imidazol-4-ylamino)thieno[2,3-d]pyrimidin-2-yl)amino)ethanol C(C)N(CCO)C=1N=C(C2=C(N1)SC=C2)NC=2N=CN(C2)C2=CC=CC=C2